O1CCOC12CCC(CC2)C=2C=CC=C1C(=NN(C21)C)N2C(NC(CC2)=O)=O 1-[7-(1,4-dioxaspiro[4.5]decan-8-yl)-1-methyl-indazol-3-yl]hexahydropyrimidine-2,4-dione